O=C1NC(CCC1C1=NN(C2=C(C=CC=C12)OCC(=O)N1CCN(CC1)C(=O)C1=CC=C(N1)C(=O)OCC)C)=O ethyl 5-(4-(2-((3-(2,6-dioxopiperidin-3-yl)-1-methyl-1H-indazol-7-yl)oxy)acetyl)piperazine-1-carbonyl)-1H-pyrrole-2-carboxylate